OC1=C(C=C(C=C1C(C)(C)CC)C(C)(C)CC)N1N=C2C(=N1)C=CC=C2 2-(2'-hydroxy-3,5-di-t-amylphenyl)benzotriazole